C(C)OCCN1C(=NC2=C1C=CC=C2)C2CCN(CC2)CCC2=CC=C(C=C2)C(C(=O)O)(C)C 2-[4-[2-[4-[1-(2-ethoxyethyl)benzimidazol-2-yl]piperidin-1-yl]ethyl]phenyl]-2-methyl-propionic acid